FC1(CC2(C1)CCN(CC2)CCNC2=C(C=C(C=C2)S(=O)(=O)NC(C2=C(C=CC=C2)N2C1=C(OCC2)N=C2C(=C1)C=CN2)=O)[N+](=O)[O-])F N-((4-((2-(2,2-difluoro-7-azaspiro[3.5]non-7-yl)ethyl)amino)-3-nitrophenyl)sulfonyl)-2-(2,3-dihydropyrrolo[3',2':5,6]pyrido[2,3-b][1,4]oxazin-1(6H)-yl)benzamide